2-[(1s,4s,5r)-5-{[5-cyclopropyl-3-(2,6-dichlorophenyl)-1,2-oxazol-4-yl]methoxy}-2-azabicyclo[2.2.1]heptan-2-yl]-4-fluoro-1,3-benzothiazole-6-carboxylic acid C1(CC1)C1=C(C(=NO1)C1=C(C=CC=C1Cl)Cl)CO[C@H]1[C@@H]2CN([C@H](C1)C2)C=2SC1=C(N2)C(=CC(=C1)C(=O)O)F